BrC1=CC(=C(C=C1)C1C(NC2=C(O1)N=C(C=C2)Cl)=O)F 3-(4-bromo-2-fluorophenyl)-6-chloro-1H-pyrido[2,3-b][1,4]oxazin-2(3H)-one